5-(2-aminopyridin-4-yl)-N-((R*)-1-(6-((3R,5S)-3,5-dimethylpiperazin-1-yl)pyridin-2-yl)ethyl)-7H-pyrrolo[2,3-d]pyrimidin-4-amine NC1=NC=CC(=C1)C1=CNC=2N=CN=C(C21)N[C@H](C)C2=NC(=CC=C2)N2C[C@H](N[C@H](C2)C)C |o1:17|